OCC1=CC=C(O1)C(=O)O 5-HydroxymethylFuran-2-oic Acid